2-chloro-4-((1R,3S)-3-hydroxycyclohexylamino)pyrimidine-5-carbonitrile ClC1=NC=C(C(=N1)N[C@H]1C[C@H](CCC1)O)C#N